1,4-butylenoxide C1CCCO1